1-hexyl-3-(3-methylthioureidopropyl)imidazole hexafluorophosphate F[P-](F)(F)(F)(F)F.C(CCCCC)N1CN(C=C1)CCCNC(=S)NC